4-(2-(4-bromophenyl)propan-2-yl)thiazol-2-amine BrC1=CC=C(C=C1)C(C)(C)C=1N=C(SC1)N